(11E)-11-Tetradecenal C(CCCCCCCCC\C=C\CC)=O